S(OC=1C=C2C=C(N(C2=CC1Br)C1C(NC(CC1)=O)=O)C)(=O)(=O)F 6-bromo-1-(2,6-dioxopiperidin-3-yl)-2-methyl-1H-indol-5-yl sulfurofluoridate